tert-butyl (2R,5S)-4-(5-cyclopropyl-7-(3,5-difluorophenyl)-7H-pyrrolo[2,3-d]pyrimidin-4-yl)-2,5-dimethylpiperazine-1-carboxylate C1(CC1)C1=CN(C=2N=CN=C(C21)N2C[C@H](N(C[C@@H]2C)C(=O)OC(C)(C)C)C)C2=CC(=CC(=C2)F)F